(E)-N-(4-(1-(6-(4-(4-((2-(2,6-dioxopiperidin-3-yl)-1,3-dioxoisoindolin-4-yl)oxy)butyl)piperazin-1-yl)nicotinoyl)piperidin-4-yl)butyl)-3-(pyridin-3-yl)acrylamide O=C1NC(CCC1N1C(C2=CC=CC(=C2C1=O)OCCCCN1CCN(CC1)C1=NC=C(C(=O)N2CCC(CC2)CCCCNC(\C=C\C=2C=NC=CC2)=O)C=C1)=O)=O